FC1=C(C(=O)N2CCN(CC2)C2=NC=C(C#N)C=C2)C=C(C=C1)OC1=NNC(C2=CC(=CC=C12)C#CC)=O 6-(4-(2-fluoro-5-(4-oxo-6-(prop-1-ynyl)-3,4-dihydrophthalazin-1-yloxy)benzoyl)piperazin-1-yl)nicotinonitrile